ClC=1C(N(C(=CC1OC([2H])([2H])C1=NC=C(C=C1F)F)C)C1=CC(=NC=C1C)C=1N=C(SC1)C(C(=O)N)(C)C)O (4-(3-chloro-4-((3,5-difluoropyridin-2-yl)methoxy-d2)-5',6-dimethyl-2-oxyl-2H-[1,4'-bipyridyl]-2'-yl)thiazol-2-yl)-2-methylpropionamide